O1CCN(CC1)C1=CC(=CC(=N1)N1CCN(CC1)CC[C@@H]1CC[C@H](CC1)NC(OCC)=O)C1=CC=CC=C1 ethyl ((trans)-4-(2-(4-(6-morpholino-4-phenylpyridin-2-yl)piperazin-1-yl)ethyl)cyclohexyl)carbamate